ClC(C(=O)OCC)C(=O)OCC diethyl chloromalonate